ClC1=CC2=C(C=N1)N(C(N2C2CCCC2)=O)CCOC 6-Chloro-1-cyclopentyl-3-(2-methoxyethyl)-1,3-dihydro-2H-imidazo[4,5-c]pyridin-2-one